1-((1-((benzyloxy)carbonyl)piperidin-4-yl)methyl)-1H-pyrrole-2-carboxylic acid C(C1=CC=CC=C1)OC(=O)N1CCC(CC1)CN1C(=CC=C1)C(=O)O